N2,N5-Bis(3-aminopropyl)-L-ornithylglycyl-N-(1-heptadecyloctadecyl)-glycinamide NCCCN[C@@H](CCCNCCCN)C(=O)NCC(=O)NCC(=O)NC(CCCCCCCCCCCCCCCCC)CCCCCCCCCCCCCCCCC